2-((2s,3s,4s)-5-chloro-6-fluoro-3-hydroxy-2-((((cis)-4-hydroxycyclohexyl)amino)methyl)-2-phenyl-2,3-dihydrobenzofuran-4-yl)-4-(difluoromethoxy)-3-fluorobenzamide ClC=1C(=CC2=C([C@@H]([C@](O2)(C2=CC=CC=C2)CN[C@@H]2CC[C@@H](CC2)O)O)C1C1=C(C(=O)N)C=CC(=C1F)OC(F)F)F